ClC1=NC(=CC(=C1)N1[C@H](CNCC1)C)Cl (2S)-1-(2,6-dichloro-4-pyridyl)-2-methyl-piperazine